sec-Butyl 2-(2-hydroxyethyl)piperidinylcarbamate OCCC1N(CCCC1)NC(OC(C)CC)=O